methyl-1-methyl-4-(p-methylphenylsulfanyl)-1H-pyrazol-5-amine CC1=NN(C(=C1SC1=CC=C(C=C1)C)N)C